C1(CCC1)C1=CC=C2C(=C(C(=NC2=C1)OC)C(=O)O)C(=O)N(C)CC1=CC=C(C=C1)OC 7-cyclobutyl-2-methoxy-4-({[(4-methoxyphenyl)methyl](methyl)amino}carbonyl)quinoline-3-carboxylic acid